C(C)N(CCO)CC diethyl-(2-hydroxyethyl)amine